C(CCCCCCCCCCC)(=O)O.C(CCCCCCCCCCC)(=O)O.C1(=CC=CC=C1)O.C1(=CC=CC=C1)O bisphenol dilaurate